2-(6-(6-(4-methoxybenzyl)-3,6-diaza-bicyclo[3.1.1]heptan-3-yl)pyridin-3-yl)-N-(5-methyl-1H-pyrazol-3-yl)quinazolin-4-amine COC1=CC=C(CN2C3CN(CC2C3)C3=CC=C(C=N3)C3=NC2=CC=CC=C2C(=N3)NC3=NNC(=C3)C)C=C1